β-Carboline-3-carboxylic acid C1=NC(=CC=2C3=CC=CC=C3NC12)C(=O)O